C(C)(C)(C)OC1=C(CNS(=O)(=O)C2=CC=C(C=C2)OC(F)(F)F)C=CC=C1 N-(2-(tert-butoxy)benzyl)-4-(trifluoromethoxy)benzenesulfonamide